3-chloro-1-(2-chloro-4-methoxyphenyl)-1-propanone ClCCC(=O)C1=C(C=C(C=C1)OC)Cl